ClC=1C=C2C=NN(C2=CC1N1C(CN(CC1)C1COC1)C)C=1C=NN(C1)C 5-chloro-1-(1-methyl-1H-pyrazol-4-yl)-6-(2-methyl-4-(oxetan-3-yl)piperazin-1-yl)-1H-indazole